methyl 3-bromo-2-(bromomethyl)-5-cyano-benzoate BrC=1C(=C(C(=O)OC)C=C(C1)C#N)CBr